NC=1C(=C(C=C2C=C(N=CC12)NC1=NN2CC(N(CC(C2=C1)(C)O)C)=O)C=1C=NC=CC1C)F 2-((8-amino-7-fluoro-6-(4-methylpyridin-3-yl)isoquinolin-3-yl)amino)-4-hydroxy-4,6-dimethyl-5,6-dihydro-4H-pyrazolo[1,5-d][1,4]diazepin-7(8H)-one